N-(trans-4-(2-(4-(2,3-dichlorophenyl)piperazin-1-yl)ethyl)cyclohexyl)-3-hydroxy-3-methylazetidine-1-carboxamide ClC1=C(C=CC=C1Cl)N1CCN(CC1)CC[C@@H]1CC[C@H](CC1)NC(=O)N1CC(C1)(C)O